CC1=NN(C=C1N1CC2(CN(C2)C(=O)OC(C)(C)C)C1)C1=CC=C(C=C1)OC(F)(F)F tert-butyl 6-[3-methyl-1-[4-(trifluoromethoxy)phenyl]pyrazol-4-yl]-2,6-diazaspiro[3.3]heptane-2-carboxylate